CN1[C@@H]([C@H](CC1=O)C(=O)NCCOCCNC(OC(C)(C)C)=O)C=1C=NC=CC1 tert-butyl (2-(2-((2S,3S)-1-methyl-5-oxo-2-(pyridin-3-yl)pyrrolidine-3-carboxamido)ethoxy)ethyl)carbamate